[Na].CC1=CC=CC=2NN=NC21 methyl-benzotriazole sodium salt